tert-butyl 3-[8-(ethoxycarbonyl)-2-(1,1,2,2,2-pentafluoroethyl)imidazo[1,2-a]1,8-naphthyridin-4-yl]-2,5-dihydropyrrole-1-carboxylate C(C)OC(=O)C=1N=C2N(C=3N=C(C=C(C3C=C2)C=2CN(CC2)C(=O)OC(C)(C)C)C(C(F)(F)F)(F)F)C1